(R)-(1-hydroxypropan-2-yl)carbamic acid tert-butyl ester C(C)(C)(C)OC(N[C@@H](CO)C)=O